FC(C[C@@H](C(=O)NC1=NC=CC(=C1)C1=C(C=2N=CN=C(C2N1)O[C@@H]1COCC1)C1=NC=CC=C1)C1=CC=C(C=C1)F)F (2R)-4,4-Difluoro-2-(4-fluorophenyl)-N-[4-{4-{[(3S)-oxolan-3-yl]oxy}-7-(pyridin-2-yl)-5H-pyrrolo[3,2-d]pyrimidin-6-yl}pyridin-2-yl]butanamid